(5-(5-fluoro-2-methoxyphenyl)-1H-1,2,4-triazol-3-yl)methylamine hydrochloride Cl.FC=1C=CC(=C(C1)C1=NC(=NN1)CN)OC